CN(C1=CC=C(C=C1)C=CS1N=C(C=C1)C=CC1=CC=C(C=C1)N(C)C)C 1,3-bis(4-dimethylaminophenyl-vinyl)isothiazole